BrCC1=NC=C(C=N1)C=1OC(=NN1)C(F)F 2-(bromomethyl)-5-[5-(difluoromethyl)-1,3,4-oxadiazol-2-yl]pyrimidine